FC1=CC(=C(C=C1C1CCNCC1)NC(=O)C1=CNC(C=C1C(F)(F)F)=O)N1C[C@H](N([C@H](C1)C)C)C |r| N-[4-fluoro-5-piperidin-4-yl-2-[rac-(3R,5S)-3,4,5-trimethylpiperazin-1-yl]phenyl]-6-oxo-4-(trifluoromethyl)-1H-pyridine-3-carboxamide